CC1=C(C=CC=C1)CCC(=O)C1=CC=CC=C1 3-(2-methylphenyl)-1-phenyl-1-propanone